(R)-1-(4-((R)-2,6-dioxapiperidin-3-yl)-3,5-difluorophenyl)pyrrolidine-3-carboxylic acid N1O[C@H](CCO1)C1=C(C=C(C=C1F)N1C[C@@H](CC1)C(=O)O)F